1-(1H-indazol-4-yl)dihydropyrimidine-2,4(1H,3H)-dione N1N=CC2=C(C=CC=C12)N1C(NC(CC1)=O)=O